C(C)(=O)N1CCN(CC1)C=1N=C(C2=C(N1)C(=NN2C(C)CC)C#N)N[C@H](C)C=2C=NC1=CC=CC=C1C2 5-(4-Acetyl-piperazin-1-yl)-1-sec-butyl-7-((R)-1-chinolin-3-yl-ethylamino)-1H-pyrazolo[4,3-d]pyrimidin-3-carbonitril